2,2'-thio-bis[4-(1,1,3,3-tetramethylbutyl)phenol] S(C1=C(C=CC(=C1)C(CC(C)(C)C)(C)C)O)C1=C(C=CC(=C1)C(CC(C)(C)C)(C)C)O